BrC1=CC=C2\C(\CC3(C2=C1)CC3)=N/O (Z)-6'-bromospiro[cyclopropane-1,1'-indene]-3'(2'H)-one oxime